(E)-6-(4-ethoxyphenyl)-N'-(2-(methylsulfonyl)benzylidene)pyrazine-2-carbohydrazide C(C)OC1=CC=C(C=C1)C1=CN=CC(=N1)C(=O)N/N=C/C1=C(C=CC=C1)S(=O)(=O)C